BrC=1C=CC=2N(C1)C(=NN2)C(C)C 6-bromo-3-(propan-2-yl)-[1,2,4]triazolo[4,3-a]pyridine